BrC1=CC=C(C=C1)C=1C=NN(C1)C1CCN(CC1)C 4-(4-(4-bromophenyl)-1H-pyrazol-1-yl)-1-methylpiperidine